(7-[(3aS,4R,6S,6aR)-2,2-dimethyl-6-{2-[2-(methylamino)quinolin-7-yl]ethyl}-hexahydrocyclopenta[d][1,3]dioxol-4-yl]-4-chloro-7H-pyrrolo[2,3-d]pyrimidin-5-yl)methanol CC1(O[C@@H]2[C@H](O1)[C@H](C[C@H]2N2C=C(C1=C2N=CN=C1Cl)CO)CCC1=CC=C2C=CC(=NC2=C1)NC)C